C(C1=CC=CC=C1)OC(=O)NC1(CCCC1)C(=O)N([C@H](C(=O)N([C@@H](CC(=O)O)C(=O)N(C)C)C)C1CCCC1)C (3S)-3-[[(2s)-2-[(1-(benzyloxycarbonylamino)cyclopentanecarbonyl)-methyl-amino]-2-cyclopentyl-acetyl]-methyl-amino]-4-(dimethylamino)-4-oxo-butanoic acid